BrC1=NC(=CC2=C1C=NN2C)C(=O)O 4-bromo-1-methyl-1H-pyrazolo[4,3-c]pyridine-6-carboxylic acid